C(=O)(OC(C)(C)C)N[C@@H](C(C)(C)C)C(=O)O Boc-t-leucine